N-((3S,4S)-4-(3,5-difluorophenyl)piperidin-3-yl)-5,6-dihydrobenzo[f]pyrazolo[1,5-d][1,4]oxazepin-9-carboxamide FC=1C=C(C=C(C1)F)[C@H]1[C@@H](CNCC1)NC(=O)C1=CC2=C(C=3N(CCO2)N=CC3)C=C1